OC(COC[C@H](C)NC1=C(C(NN=C1)=O)C(F)(F)F)(C(N1CCN(CC1)C1=NC=C(C=N1)C(F)(F)F)=O)C 5-(((2S)-1-(2-hydroxy-2-methyl-3-oxo-3-(4-(5-(trifluoromethyl)pyrimidin-2-yl)piperazin-1-yl)propoxy)propan-2-yl)amino)-4-(trifluoromethyl)pyridazin-3(2H)-one